(6aS,8R)-N-hydroxy-5-(4-(trifluoromethyl)phenyl)-6,6a,7,8,9,10-hexahydro-5H-pyrido[1,2-a]quinoxaline-8-carboxamide ONC(=O)[C@H]1C[C@@H]2N(C=3C=CC=CC3N(C2)C2=CC=C(C=C2)C(F)(F)F)CC1